(2R,5S)-5-(aminomethyl)-2-[3-[3-(trifluoromethyl)phenyl]phenyl]-1,4-thiazepan-3-one NC[C@H]1NC([C@H](SCC1)C1=CC(=CC=C1)C1=CC(=CC=C1)C(F)(F)F)=O